1,3,3-trichloro-2-butanol ClCC(C(C)(Cl)Cl)O